ClC1=NC=C(C(=N1)C1=CC2=C(OC[C@@H]3N2CCN(C3)C(=O)OC(C)(C)C)C(=C1)F)Cl tert-butyl (R)-9-(2,5-dichloropyrimidin-4-yl)-7-fluoro-1,2,4a,5-tetrahydrobenzo[b]pyrazino[1,2-d][1,4]oxazine-3(4H)-carboxylate